O=C1NC(CC[C@@H]1C1=CC=C(C=C1)N1CCC(CC1)(F)CN1CCC(CC1)NC(=O)C1(CCN(CC1)C1=CN=NC(=C1)C1=C(C=CC=C1)O)C1=CC=CC=C1)=O |r| rac-N-{1-[(1-{4-[(3R)-2,6-dioxopiperidin-3-yl]phenyl}-4-fluoropiperidin-4-yl)methyl]piperidin-4-yl}-1-[6-(2-hydroxyphenyl)pyridazin-4-yl]-4-phenylpiperidine-4-carboxamide